methyl 3-(3-(3-fluoro-4-methyl-5-(6-(piperazin-1-yl)pyrazolo[1,5-a]pyridine-3-carboxamido)phenyl)-1,2,4-oxadiazol-5-yl)azetidine-1-carboxylate FC=1C=C(C=C(C1C)NC(=O)C=1C=NN2C1C=CC(=C2)N2CCNCC2)C2=NOC(=N2)C2CN(C2)C(=O)OC